2-(methylsulfonylamino)pyrimidine-5-boronic acid pinacol ester CS(=O)(=O)NC1=NC=C(C=N1)B1OC(C)(C)C(C)(C)O1